ClC=1OC2=NC(=CC=C2N1)C(F)(F)F 2-chloro-5-(trifluoromethyl)oxazolo[5,4-b]pyridine